tert-butyl 2-[(3-methyl-2,3,4,5-tetrahydro-1H-3-benzazepin-7-yl) amino]-5H,6H,7H,8H-pyrido[3,4-d]pyrimidine-7-carboxylate CN1CCC2=C(CC1)C=CC(=C2)NC=2N=CC1=C(N2)CN(CC1)C(=O)OC(C)(C)C